1-[5-TERT-BUTYL-3-[(1-METHYLTETRAZOL-5-YL)METHYL]TRIAZOLO[4,5-D]PYRIMIDIN-7-YL]PYRROLIDIN-3-OL C(C)(C)(C)C=1N=C(C2=C(N1)N(N=N2)CC2=NN=NN2C)N2CC(CC2)O